CCCC(CCCCCCC)C(=O)OCC1=CC=CC=C1 Benzyl undecane-4-carboxylate